N,N-diethylanilinium tetraKis(p-trifluoromethylphenyl)borate FC(C1=CC=C(C=C1)[B-](C1=CC=C(C=C1)C(F)(F)F)(C1=CC=C(C=C1)C(F)(F)F)C1=CC=C(C=C1)C(F)(F)F)(F)F.C(C)[NH+](C1=CC=CC=C1)CC